2-(2-(3,6-dihydro-2H-pyran-4-yl)-5-ethyl-6-(4-(2-hydroxy-4-(5-oxo-4,5-dihydro-1,2,4-oxadiazol-3-yl)benzoyl)piperazin-1-yl)-7-oxo-[1,2,4]triazolo[1,5-a]pyrimidin-4(7H)-yl)acetamide O1CCC(=CC1)C1=NN2C(N(C(=C(C2=O)N2CCN(CC2)C(C2=C(C=C(C=C2)C2=NOC(N2)=O)O)=O)CC)CC(=O)N)=N1